ClC1=C(N=C2N(C1=O)C=C(N=C2C2=CC(=C(C=C2)F)F)[C@H]2C[C@H](OCC2)C=2C=NN(C2)C2CC2)C 3-chloro-7-((2S,4R)-2-(1-cyclopropyl-1H-pyrazol-4-yl)tetrahydro-2H-pyran-4-yl)-9-(3,4-difluorophenyl)-2-methyl-4H-pyrazino[1,2-a]pyrimidin-4-one